1-((4-chloro-3-fluorophenyl)sulfonyl)piperazine ClC1=C(C=C(C=C1)S(=O)(=O)N1CCNCC1)F